4-fluoro-1-methyl-6-(4,4,5,5-tetramethyl-1,3,2-dioxaborolan-2-yl)-1H-indazole FC1=C2C=NN(C2=CC(=C1)B1OC(C(O1)(C)C)(C)C)C